C1(=CC=CC=C1)[O-].C1(=CC=CC=C1)[O-].[Na+].[Na+] disodium bis-phenolate